C(CC(C)C)N i-Pentylamin